(5-amino-2-fluorophenyl)-8-benzyl-2-(furan-2-ylmethyl)imidazo[1,2-a]pyrazin-3(7H)-one NC=1C=CC(=C(C1)C1=CNC(=C2N1C(C(=N2)CC=2OC=CC2)=O)CC2=CC=CC=C2)F